(3S)-3-hydroxy-2-methylenebutanoic acid methyl ester COC(C([C@H](C)O)=C)=O